(2R,3R,5S)-4-[[3-(3,4-Difluoro-2-methoxy-phenyl)-4,5,5-trimethyl-tetrahydrofuran-2-carbonyl]amino]pyridin-2-carboxamid FC=1C(=C(C=CC1F)[C@@H]1[C@@H](OC(C1C)(C)C)C(=O)NC1=CC(=NC=C1)C(=O)N)OC